ethyl 4-amino-8-((1-(cyclopropylsulfonyl)cyclopropyl)methoxy)-1-methyl-2-oxo-1,2-dihydroquinoline-3-carboxylate NC1=C(C(N(C2=C(C=CC=C12)OCC1(CC1)S(=O)(=O)C1CC1)C)=O)C(=O)OCC